tert-butyl 2-((6-(5-cyanopyrazin-2-ylamino)-3-(pyridin-4-ylcarbamoyl)pyridazin-4-ylamino)methyl)morpholine-4-carboxylate C(#N)C=1N=CC(=NC1)NC1=CC(=C(N=N1)C(NC1=CC=NC=C1)=O)NCC1CN(CCO1)C(=O)OC(C)(C)C